(3S,4S)-Methyl 3-((tert-Butoxycarbonyl)amino)-4-chlorocyclopent-1-enecarboxylate C(C)(C)(C)OC(=O)N[C@H]1C=C(C[C@@H]1Cl)C(=O)OC